alpha-naphthalenyl isothiocyanate C1(=CC=CC2=CC=CC=C12)N=C=S